(3R,4S,5R,6R)-2-(ethylamino)-4-(4-(3-fluorophenyl)-1H-1,2,3-triazol-1-yl)-6-(hydroxymethyl)tetrahydro-2H-pyran-3,5-diol C(C)NC1O[C@@H]([C@@H]([C@@H]([C@H]1O)N1N=NC(=C1)C1=CC(=CC=C1)F)O)CO